(4R,5S)-4-(2-chloroethyl)-1-((1S)-cyclohex-2-enyl-(hydroxy)methyl)-5-methyl-6-oxa-2-azabicyclo[3.2.0]heptane-3,7-dione ClCC[C@H]1C(NC2(C(O[C@@]12C)=O)[C@@H](O)C1C=CCCC1)=O